ethyl (2-(3-(benzyloxy)phenyl)propyl)(methyl)phosphinate C(C1=CC=CC=C1)OC=1C=C(C=CC1)C(CP(OCC)(=O)C)C